3-tert-butyl-9,10-bis(2-naphthyl)anthracene C(C)(C)(C)C=1C=CC2=C(C3=CC=CC=C3C(=C2C1)C1=CC2=CC=CC=C2C=C1)C1=CC2=CC=CC=C2C=C1